C(C)(C)(C)OC(=O)N1C(CCCC1)C(C)(F)S(=O)(=O)C=1C(=NN(C1Cl)C)C(F)F (1-((5-chloro-3-(difluoromethyl)-1-methyl-1H-pyrazol-4-yl)sulfonyl)-1-fluoroethyl)piperidine-1-carboxylic acid tert-butyl ester